C(C)OC1=NC(=CC=C1N)C 2-Ethoxy-6-methylpyridin-3-amine